C(C=C)[SiH]([SiH3])CCl allyl-(chloromethyl)disilane